CN1N=CC=C1C1=NN=C(O1)C(=O)N1[C@@H](C2=C(CC1)NC=N2)C2=NN1C(C=CC=C1)=C2 (S)-(5-(1-methyl-1H-pyrazol-5-yl)-1,3,4-oxadiazol-2-yl)(4-(pyrazolo[1,5-a]pyridin-2-yl)-1,4,6,7-tetrahydro-5H-imidazo[4,5-c]pyridin-5-yl)methanone